C(CCCCCCCCCCC)C(CN)NCCCCCCCCCCCC 1,N1-Didodecyl-ethane-1,2-diamine